ClC=1C(=NC(=C(N1)Cl)CC)C(=O)NC 3,5-dichloro-6-ethyl-N-methyl-pyrazine-2-carboxamide